O=S1(C(CCC1)C1=CC=C(C=C1)NC1=NC=C2CCN(CC2=C1)C1=C(C2=C(OCCN2C(=O)OC(C)(C)C)N=C1)C)=O tert-butyl 7-(7-{[4-(1,1-dioxo-1lambda6-thiolan-2-yl)phenyl]amino}-1,2,3,4-tetrahydro-2,6-naphthyridin-2-yl)-8-methyl-1H,2H,3H-pyrido[2,3-b][1,4]oxazine-1-carboxylate